[6-[1-cyclopropyl-4-(trifluoromethyl)imidazol-2-yl]-2-methoxy-3-pyridyl]methanol C1(CC1)N1C(=NC(=C1)C(F)(F)F)C1=CC=C(C(=N1)OC)CO